CCCCCCCCCCCCCC(=O)O[C@H](COC(=O)CCCCCCCCCCC/C=C\C/C=C\CCCCC)COP(=O)([O-])OCC[N+](C)(C)C 1-(13Z,16Z-docosadienoyl)-2-tetradecanoyl-glycero-3-phosphocholine